NC1=C(C=C(C=C1)C=1CCN(CC1)CC)NC(OC(C)(C)C)=O tert-butyl (2-amino-5-(1-ethyl-1,2,3,6-tetrahydropyridin-4-yl)phenyl)carbamate